4-((9-cyclopentyl-7,7-difluoro-5-methyl-6-oxo-6,7,8,9-tetrahydro-5H-pyrimido[4,5-b][1,4]diazepin-2-yl)amino)-2-fluoro-5-methoxy-N-(piperazin-1-yl)benzamide C1(CCCC1)N1C2=C(N(C(C(C1)(F)F)=O)C)C=NC(=N2)NC2=CC(=C(C(=O)NN1CCNCC1)C=C2OC)F